NCCNC(CC)N N-(2'-aminoethyl)propanediamine